C1(CC1)CNC(C(N1CC2=C(CC1)SC(=C2)C2=NOC(=N2)C(F)(F)F)=O)=O N-(cyclopropylmethyl)-2-oxo-2-(2-(5-(trifluoromethyl)-1,2,4-oxadiazol-3-yl)-6,7-dihydrothieno[3,2-c]pyridin-5(4H)-yl)acetamide